methyl (E)-3-(5-acetylfuran-2-yl)acrylate C(C)(=O)C1=CC=C(O1)/C=C/C(=O)OC